C(CCCCCCCCCCCCCCC)(=O)O Hexadecanoic acid